((6-chloro-1H-benzo[d][1,2,3]triazol-1-yl)oxy)tri(pyrrolidin-1-yl)phosphonium hexafluorophosphate F[P-](F)(F)(F)(F)F.ClC=1C=CC2=C(N(N=N2)O[P+](N2CCCC2)(N2CCCC2)N2CCCC2)C1